propyl-isopropyl-dimethoxysilane C(CC)[Si](OC)(OC)C(C)C